4-(3-hydroxy-1-methyl-2-oxoindolin-3-yl)benzenesulfonamide OC1(C(N(C2=CC=CC=C12)C)=O)C1=CC=C(C=C1)S(=O)(=O)N